COC1=CC=NC2=C1C=1N(CO2)C=CN1 10-Methoxy-5H-imidazo[1,2-c]pyrido[3,2-e][1,3]oxazine